(S)-1-(oxetan-2-ylmethyl)-2-((4-(6-((tetrahydro-2H-pyran-4-yl)methoxy)pyridin-2-yl)piperazin-1-yl)methyl)-1H-benzo[d]imidazole-6-carboxylic acid O1[C@@H](CC1)CN1C(=NC2=C1C=C(C=C2)C(=O)O)CN2CCN(CC2)C2=NC(=CC=C2)OCC2CCOCC2